Aza-9H-fluoren-9-on N1=CC=CC=2C3=CC=CC=C3C(C12)=O